C(C)(C)(C)OC(COC1=C(C=CC=C1)C1CCC(CC1)OCOC(=O)N1CC(CC1C)=O)=O ((((1S,4R)-4-(2-(2-(tert-butoxy)-2-oxoethoxy) phenyl) cyclohexyl) oxy) methyl)-5-methyl-3-oxopyrrolidine-1-carboxylate